6-(3,4-Difluoro-5-{[2-(methylsulfonyl)ethyl]amino}benzyl)-N4-(5-methyl-1H-pyrazol-3-yl)-1-(tetrahydro-2H-pyran-4-yl)-1H-pyrazolo[3,4-d]pyrimidine-4,6-diamine FC=1C=C(CC2(N=C(C=3C(=N2)N(NC3)C3CCOCC3)NC3=NNC(=C3)C)N)C=C(C1F)NCCS(=O)(=O)C